chloro-1-phenyl-1H-pyrrolo[2,3-b]pyridine-4-carboxylic acid methyl ester COC(=O)C=1C2=C(N=CC1)N(C(=C2)Cl)C2=CC=CC=C2